BrC1=NC(=CC(=C1)CS(=O)[O-])N1[C@H](COCC1)CC.[Na+] sodium (S)-(2-bromo-6-(3-ethylmorpholino)pyridin-4-yl)methanesulfinate